The molecule is a monocarboxylic acid that is the conjugate base of laccaic acid D, obtained from the deprotonation of the carboxy group. Major species at pH 7.3. It is a conjugate base of a laccaic acid D. CC1=C2C(=CC(=C1C(=O)O)O)C(=O)C3=C(C2=O)C(=CC(=C3)O)[O-]